CN1N=CC2=CC(=CC=C12)C(=O)NC=1N=CC=2N(C1)C=C(N2)[C@@H]2N(CC1(CC1)C2)C 1-methyl-N-[2-[(6R)-5-methyl-5-azaspiro[2.4]heptan-6-yl]imidazo[1,2-a]pyrazin-6-yl]indazole-5-carboxamide